O1CCN(CC1)C1=C(C2=C(C(C=3C(=CC4=C(OCO4)C3)OC2)=O)C=C1)F 8-(morpholino)-7-fluoro[2]benzoxepino[3,4-f]-1,3-benzodioxol-11(6H)-one